N1-hydroxy-N1-(5-(4-(hydroxy(5-(1-hydroxy-6-oxo-1,6-dihydropyridine-2-carboxamido)pentyl)amino)-4-oxobutanamido)pentyl)-N4-(5-(N-hydroxyacetamido)pentyl)succinamide ON(C(CCC(=O)NCCCCCN(C(C)=O)O)=O)CCCCCNC(CCC(=O)N(CCCCCNC(=O)C=1N(C(C=CC1)=O)O)O)=O